3-benzyl-5-(2-hydroxyethyl)-4-methylthiazole C(C1=CC=CC=C1)N1CSC(=C1C)CCO